1-(3-chloro-2-fluorobenzyl)-4-((5-methyl-6-((5-methyl-1H-pyrazol-3-yl)amino)-4-propionyl-pyridin-2-yl)methyl)piperidine-4-carboxylic acid ClC=1C(=C(CN2CCC(CC2)(C(=O)O)CC2=NC(=C(C(=C2)C(CC)=O)C)NC2=NNC(=C2)C)C=CC1)F